C(C)(C)(C)OC(=O)N1C[C@H]2[C@@H](C1)CN(C2)C2=CC(=C(C(=O)O)C=C2)CO 4-((3aR,6aS)-5-(tert-butoxycarbonyl)-hexahydropyrrolo[3,4-c]pyrrol-2(1H)-yl)-2-(hydroxymethyl)benzoic acid